Cl.NC1=C(C=C(C(=C1)F)C1=NC=C(C2=C1C(=NO2)N)C=2C=NNC2)C(C)=O 1-(2-amino-5-(3-amino-7-(1H-pyrazol-4-yl)isoxazolo[4,5-c]pyridin-4-yl)-4-fluorophenyl)ethan-1-one hydrochloride